4-formyl-3,5-dimethylphenyl 4-(4-(6-(4-(diphenylamino)phenyl)-1,3-dioxo-1H-benzo[de]isoquinolin-2(3H)-yl)phenyl)butanoate C1(=CC=CC=C1)N(C1=CC=C(C=C1)C=1C=CC=2C(N(C(C3=CC=CC1C23)=O)C2=CC=C(C=C2)CCCC(=O)OC2=CC(=C(C(=C2)C)C=O)C)=O)C2=CC=CC=C2